C(C1=CC=CC=C1)N1CC2CCC(C=C2CC1)=O 2-benzyl-1,3,4,7,8,8a-hexahydroisoquinolin-6(2H)-one